BrC1=CSC=2C1=C(C1=CN(N=C1C2)COCC[Si](C)(C)C)O 5-bromo-2-((2-(trimethylsilyl)ethoxy)methyl)-2H-thieno[3,2-f]indazol-4-ol